C(CCCCC)(=O)OC(CC)CC Pentan-3-yl hexanoate